Chloro-2-hydroxypropyltrimethylammonium chlorid 2-diphenylphosphoryloxyethyl-2-methylpropan-2-enoate C1(=CC=CC=C1)P(=O)(C1=CC=CC=C1)OCCOC(C(=C)C)=O.[Cl-].ClC[N+](C)(C)CC(C)O